C=1N=CN2C1C1=CC=CC=C1[C@H]2[C@@H]2[C@@H](C1=CC=CC=C1C2)O (1S,2R)-2-((R)-5H-imidazo[5,1-a]isoindol-5-yl)-2,3-dihydro-1H-inden-1-ol